N-[2-[2-[[2-[2,6-bis(oxidanylidene)piperidin-3-yl]-1-oxidanylidene-3H-isoindol-5-yl]oxy]ethoxy]ethyl]-N-[4-[4-(6-methoxyimidazo[1,2-a]pyridin-2-yl)phenyl]pyridin-2-yl]carbamate O=C1NC(CCC1N1C(C2=CC=C(C=C2C1)OCCOCCN(C([O-])=O)C1=NC=CC(=C1)C1=CC=C(C=C1)C=1N=C2N(C=C(C=C2)OC)C1)=O)=O